COC(=O)C1ON(CCC1)C[C@H](C)NC(=O)OC(C)(C)C 1-((S)-2-((tert-Butoxycarbonyl)amino)propyl)-2-oxapiperidine-3-carboxylic acid methyl ester